(S)-N-((S)-1-(6,7-difluoro-4-oxo-3,4-dihydrophthalazin-1-yl)ethyl)-N-methylindoline-2-carboxamide FC=1C=C2C(NN=C(C2=CC1F)[C@H](C)N(C(=O)[C@H]1NC2=CC=CC=C2C1)C)=O